Cl.Cl.N1=NC=C2N1C=CC=N2 Triazolo[1,5-a]Pyrimidine dihydrochloride